bis(2-(9H-carbazol-9-yl)ethoxy)diphenylsilane C1=CC=CC=2C3=CC=CC=C3N(C12)CCO[Si](C1=CC=CC=C1)(C1=CC=CC=C1)OCCN1C2=CC=CC=C2C=2C=CC=CC12